(4'-fluoro-6-methoxy-[1,1'-biphenyl]-3-yl)boronic acid FC1=CC=C(C=C1)C1=CC(=CC=C1OC)B(O)O